ethyl 2-(thiophen-3-yl)cyclopropane-1-carboxylate S1C=C(C=C1)C1C(C1)C(=O)OCC